rac-N-[(3,5-difluoropyridin-2-yl)methyl]-2-(3-isopropyl-[1,4'-bipiperidin]-1'-yl)-1,3-thiazole-5-carboxamide FC=1C(=NC=C(C1)F)CNC(=O)C1=CN=C(S1)N1CCC(CC1)N1C[C@H](CCC1)C(C)C |r|